ClC1=CC=C(C=C1)[C@@]1(N(C(C2=CC(=CC(=C12)F)C(C)(C=1C=NN(C1)C)O)=O)CC1=NC=C(C=C1)OC)OCC1(CC1)O (3R)-3-(4-Chlorophenyl)-4-fluoro-6-[1-hydroxy-1-(1-methyl-1H-pyrazol-4-yl)ethyl]-3-[(1-hydroxycyclopropyl)methoxy]-2-[(5-methoxypyridin-2-yl)methyl]-2,3-dihydro-1H-isoindol-1-on